COC1CCN(CC1)C1=NC=C(C=N1)OC1=C(C=C(N)C=C1)C 4-((2-(4-methoxypiperidin-1-yl)pyrimidin-5-yl)oxy)-3-methylaniline